Glycerin Phosphat P(=O)(O)(O)O.OCC(O)CO